N1=C(SC=2C=NC=CC21)C=O (thiazolo[5,4-c]pyridin-2-yl)methanone